C(C(S)CC(=O)OCC(C)C)(=O)OCC(C)C.C(C(S)CC(=O)OCC(C)C)(=O)OCC(C)C tetraisobutyl dithiomalate